NC=1C2=C(N=CN1)N(C=C2C2=CC(=C(C=C2)N)F)CC(C)(O)C 1-(4-AMINO-5-(4-AMINO-3-FLUOROPHENYL)-7H-PYRROLO[2,3-D]PYRIMIDIN-7-YL)-2-METHYLPROPAN-2-OL